7-Amino-6-(3-hydroxy-2,6-dimethylphenyl)-4-[(1-methylhexahydropyridin-4-yl)oxy]furo[2,3-d]pyrrolo[2,3-b]pyridine-8-carboxamide NC1=C(C=2C(=NC(=C3C2OC=C3)OC3CCN(CC3)C)N1C1=C(C(=CC=C1C)O)C)C(=O)N